OB1OC=2C(=C3C(=NC2)NC=C3)C(=C1)[C@H]1C[C@H](C1)NC(OC(C)(C)C)=O tert-butyl (cis-3-(7-hydroxy-3,7-dihydro-[1,2]oxaborinino[5,6-d]pyrrolo[2,3-b]pyridin-9-yl)cyclobutyl)carbamate